4-hydroxy-N-(7-isopropylspiro[chromeno[4,3-d]thiazole-4,3'-oxetan]-2-yl)-6-methoxypyrimidine-5-carboxamide OC1=NC=NC(=C1C(=O)NC=1SC2=C(N1)C=1C=CC(=CC1OC21COC1)C(C)C)OC